F\C(=C\C1=CC=CC=C1)\OC=1C=C(C=CC1)\C(\C)=N\OCC1=C(C=CC=C1)\C(\C(=O)NC)=N/OC (2E)-2-{2-[{{[(1E)-1-(3-{[(E)-1-fluoro-2-phenylvinyl]oxy}phenyl)ethylidene]amino}oxy}methyl]phenyl}-2-(methoxyimino)-N-methylacetamide